C1(CCC1)C=1C(=NN(C1C1=CC=C(C=C1)F)C)NC(=O)[C@H]1[C@H](C1)F (1S,2S)-N-(4-cyclobutyl-5-(4-fluorophenyl)-1-methyl-1H-pyrazol-3-yl)-2-fluorocyclopropane-1-carboxamide